tert-Butyl 3-(4-methyl-3-((1-(7-(2-methyloxazol-5-yl)quinolin-5-yl)cyclopropyl) carbamoyl)phenyl)-3,6-diazabicyclo[3.1.1]heptane-6-carboxylate CC1=C(C=C(C=C1)N1CC2N(C(C1)C2)C(=O)OC(C)(C)C)C(NC2(CC2)C2=C1C=CC=NC1=CC(=C2)C2=CN=C(O2)C)=O